omega-hydroxyundec-9-enoic acid C(CCC/C=C/CO)CCCC(=O)O